C(C1=CC=CC=C1)OC=1C=C2C(=CNC2=CC1)C1CCN(CC1)CCC=1C=NN(C1)CC1=CC=CC=C1 5-benzyloxy-3-[1-[2-[1-benzyl-1H-pyrazol-4-yl]ethyl]-4-piperidinyl]-1H-indole